4-methyl-N-{[(2S)-tetrahydrofuran-2-yl]methyl}-2-[(pyridin-2-yl)methyl]-8-(trifluoromethyl)-2H-furo[2,3-g]indazole-7-carboxamide CC=1C2=CN(N=C2C2=C(C1)OC(=C2C(F)(F)F)C(=O)NC[C@H]2OCCC2)CC2=NC=CC=C2